3-tert-butyl 1-ethyl 8-(4-(4-(trifluoromethoxy)phenoxy)benzoyl)-3,8-diazabicyclo[3.2.1]octane-1,3-dicarboxylate FC(OC1=CC=C(OC2=CC=C(C(=O)N3C4(CN(CC3CC4)C(=O)OC(C)(C)C)C(=O)OCC)C=C2)C=C1)(F)F